N-[(4-methoxyphenyl)methyl]-2-(morpholin-4-yl)-8-(2,2,2-trifluoroethyl)pyrazolo[1,5-a][1,3,5]triazin-4-amine COC1=CC=C(C=C1)CNC1=NC(=NC=2N1N=CC2CC(F)(F)F)N2CCOCC2